5-tert-butoxy-3-(6-piperazin-1-ylpyrimidin-4-yl)-1H-pyrazolo[3,4-c]pyridine C(C)(C)(C)OC=1C=C2C(=CN1)NN=C2C2=NC=NC(=C2)N2CCNCC2